FC=1C=C(CN2C3=NC(=NC=C3NC2=O)C=2C(=NC=CC2)C(C)C)C=C(C1C=1N(C=C(N1)C(F)(F)F)C)F 9-(3,5-difluoro-4-(1-methyl-4-(trifluoromethyl)-1H-imidazol-2-yl)benzyl)-2-(2-isopropylpyridin-3-yl)-7,9-dihydro-8H-purin-8-one